(2S,4R)-1-(2-(3-acetyl-5-(pyrazolo[1,5-a]pyrimidin-6-yl)-1H-indol-1-yl)acetyl)-N-(6-chloropyridin-2-yl)-4-fluoropyrrolidine-2-carboxamide C(C)(=O)C1=CN(C2=CC=C(C=C12)C=1C=NC=2N(C1)N=CC2)CC(=O)N2[C@@H](C[C@H](C2)F)C(=O)NC2=NC(=CC=C2)Cl